octanediol sebacate C(CCCCCCCCC(=O)O)(=O)O.C(CCCCCCC)(O)O